2-(propoxy)benzyl bromide C(CC)OC1=C(CBr)C=CC=C1